5-[[2-[(2R,4S)-4-Cyano-2-phenyl-1-piperidyl]-2-oxo-acetyl]amino]pyridine-3-carboxamide C(#N)[C@@H]1C[C@@H](N(CC1)C(C(=O)NC=1C=C(C=NC1)C(=O)N)=O)C1=CC=CC=C1